CCC(CC)=O methyl-2-butanone